6-(Benzofuran-2-yl)-N-((2,4-dioxo-1,3-diazaspiro[4.4]nonan-6-yl)methyl)pyridine-3-sulfonamide O1C(=CC2=C1C=CC=C2)C2=CC=C(C=N2)S(=O)(=O)NCC2C1(C(NC(N1)=O)=O)CCC2